CN=COC(=O)C1CCCCC1 N-methyliminomethyl-cyclohexane-1-carboxylate